FC(C1=NN(C(=C1)C(F)F)CC(=O)N1CCC(CC1)C=1SC=C(N1)C1=NOC(C1)C1=C(C=CC=C1)OS(=O)(=O)C)F methanesulfonic acid 2-{3-[2-(1-{[3,5-bis(difluoromethyl)-1H-pyrazol-1-yl] acetyl} piperidin-4-yl)-1,3-thiazol-4-yl]-4,5-dihydro-1,2-oxazol-5-yl}-phenyl ester